[NH4+].[NH4+].[NH+]1=NN=NC1=C1N=NN=[NH+]1 5,5'-bitetrazolium diammonium salt